CC1(C=CC=C1)[Er] (methylcyclopentadienyl)erbium